(3-chloro-1-ethyl-1H-pyrazol-4-yl)(3-iodo-1-methyl-1H-pyrazol-4-yl)methanol ClC1=NN(C=C1C(O)C=1C(=NN(C1)C)I)CC